CN1N=C(C=C1)NC1=NN=C(S1)C(=O)O 5-[(1-methylpyrazol-3-yl)amino]-1,3,4-thiadiazole-2-carboxylic acid